ClCC1=NC2=C(N1CC1OCC1)C=C(C=C2)C(=O)O.C(CCCCCCCCCCCCCCC)(=O)OCC(OC(CCCCCCC\C=C/CCCCCCCC)=O)COC(CCC)=O 1-palmitoyl-2-oleoyl-3-butyrylglycerol (Chloromethyl)-1-(oxetan-2-ylmethyl)-1H-benzo[d]imidazole-6-carboxylate